N-(4-(4-(2-(2-oxa-5-azabicyclo[2.2.1]heptan-5-yl)-6-methylpyrimidin-4-yl)-1H-1,2,3-triazol-1-yl)-3-(6-azaspiro[2.5]octan-6-yl)phenyl)-2-hydroxyethane-1-sulfonamide C12OCC(N(C1)C1=NC(=CC(=N1)C=1N=NN(C1)C1=C(C=C(C=C1)NS(=O)(=O)CCO)N1CCC3(CC3)CC1)C)C2